N-Boc-proline, 2-(diphenylphosphino)phenyl ester C(=O)(OC(C)(C)C)N1[C@@H](CCC1)C(=O)OC1=C(C=CC=C1)P(C1=CC=CC=C1)C1=CC=CC=C1